Cl.C(C1=CC=CC=C1)C1=CC2=C(C=N1)C(CN2C(CN2[C@H](CN[C@@H](C2)C)CC)=O)(C)C 1-{6-Benzyl-3,3-dimethyl-1H,2H,3H-pyrrolo[3,2-c]pyridin-1-yl}-2-[(2S,5R)-2-ethyl-5-methylpiperazin-1-yl]ethan-1-one, hydrochloride salt